methyl (2R,4S,5R,6R)-6-[(1R,2R)-1,2-diacetoxy-3-azidopropyl]-4-acetoxy-5-[(acetoxymethyl)carbonylamino]-2-(benzyloxy)tetrahydro-2H-pyran-2-carboxylate C(C)(=O)O[C@H]([C@@H](CN=[N+]=[N-])OC(C)=O)[C@H]1[C@@H]([C@H](C[C@@](O1)(C(=O)OC)OCC1=CC=CC=C1)OC(C)=O)NC(=O)COC(C)=O